FC(C1=CC=CC(=N1)C(=O)NN)(F)F 6-(trifluoromethyl)pyridineformylhydrazine